(R)-2-amino-3-(6-fluoro-1-hydroxy-1,3-dihydrobenzo[c][1,2]oxaborol-5-yl)propanoic acid N[C@@H](C(=O)O)CC1=CC2=C(B(OC2)O)C=C1F